O=C1N(CC2=CC(=CC=C12)C1CCN(CC1)CC=1C=C2C(N(C=NC2=CC1)C1=CC(=CC=C1)C(F)(F)F)=O)C1C(NC(CC1)=O)=O 3-(1-oxo-5-(1-((4-oxo-3-(3-(trifluoromethyl)phenyl)-3,4-dihydroquinazolin-6-yl)methyl)piperidin-4-yl)isoindolin-2-yl)piperidine-2,6-dione